N5-(2,4-dimethoxybenzyl)-3-ethyl-8-(3-((4-(4-methylpiperazine-1-yl)piperidine-1-yl)methyl)phenyl)-N2-(tetrahydro-2H-pyran-4-yl)pyridino[3,4-b]pyrazine-2,5-diamine COC1=C(CNC2=NC=C(C=3C2=NC(=C(N3)NC3CCOCC3)CC)C3=CC(=CC=C3)CN3CCC(CC3)N3CCN(CC3)C)C=CC(=C1)OC